FC(C(C)NC(O[C@H]1C[C@H](CC1)C1=CC(=NN1)NC(CC1=CN=C(S1)C)=O)=O)(C)F (1R,3S)-3-(3-{[(2-methyl-1,3-thiazol-5-yl)acetyl]-amino}-1H-pyrazol-5-yl)-cyclopentyl [(2ξ)-3,3-difluorobutan-2-yl]carbamate